NC1=NC2=C(C=3N1N=C(N3)C=3OC=CC3)C=NN2C(C(=O)NCC2(COC2)O)(C)C 2-(5-amino-2-(furan-2-yl)-7H-pyrazolo[4,3-e][1,2,4]triazolo[1,5-c]pyrimidin-7-yl)-N-((3-hydroxyoxetan-3-yl)methyl)-2-methylpropanamide